4-(trans-2-((cyclopropylmethyl)amino)cyclopropyl)-N-(4,4-difluorocyclohexyl)-5-methylthiophene-2-carboxamide Fumarate C(\C=C\C(=O)O)(=O)O.C1(CC1)CN[C@H]1[C@@H](C1)C=1C=C(SC1C)C(=O)NC1CCC(CC1)(F)F